BrC1=CC(=C(C(=O)Cl)C=C1F)OC(C)C(C)(F)F 4-bromo-2-{[3,3-difluorobut-2-yl]oxy}-5-fluorobenzoyl chloride